COC=1C=CC(=NC1)C(=O)[O-] 5-methoxy-pyridine-2-carboxylate